2-(4-methanesulfonylphenyl)-1-(6-methylpyridin-3-yl)-ethanone CS(=O)(=O)C1=CC=C(C=C1)CC(=O)C=1C=NC(=CC1)C